[Cl-].C[N+](CC(C)O)(CC=C)CC=C N-methyl-N-(2-hydroxypropyl)-diallylammonium chloride